C(C)(C)(C)[Si](OC[C@@H](C(NC(=C)C(N1CCCCC1)=O)=O)NC(=O)C=1N=C(SC1)N1CCC(CC1)NC(OC(C)(C)C)=O)(C)C tert-butyl (s)-(1-(4-((3-((tertbutyl dimethyl silyl)oxy)-1-oxo-1-((3-oxo-3-(piperidin-1-yl)prop-1-en-2-yl)amino)propan-2-yl)carbamoyl)thiazol-2-yl)piperidin-4-yl)carbamate